1-(4-aminopyrazol-1-yl)-2-methylpropan-2-ol NC=1C=NN(C1)CC(C)(O)C